O=C1C(O)=C([O-])[C@H](O1)[C@@H](O)CO ASCORBAT